methyl-propylSodium CC(CC)[Na]